1-{2-deoxy-5-O-(4,4'-dimethoxytrityl)-β-D-erythro-pentofuranosyl}-(S)-5-[(tert-butyldiphenylsilyl)oxy]azepan-2-one COC1=CC=C(C(C2=CC=C(C=C2)OC)(C2=CC=CC=C2)OC[C@@H]2[C@H](C[C@@H](O2)N2C(CC[C@@H](CC2)O[Si](C2=CC=CC=C2)(C2=CC=CC=C2)C(C)(C)C)=O)O)C=C1